3-amino-8-bromo-5-methyl-N-propylimidazo[1,2-a]pyridine-2-carboxamide NC1=C(N=C2N1C(=CC=C2Br)C)C(=O)NCCC